BrCCOC1=CC(=C(C(=O)OCCCCCCCC)C(=C1)CCCCCCCCCCCCCCC)OCCCCCCCC octyl 4-(2-bromoethoxy)-2-(octyloxy)-6-pentadecylbenzoate